5-(4-(difluoromethoxy)phenyl)-7-ethoxy-2-methyl-2,5-dihydro-4H-pyrazolo[3,4-c][1,8]Naphthyridin-4-one FC(OC1=CC=C(C=C1)N1C(C=2C(C=3C=CC(=NC13)OCC)=CN(N2)C)=O)F